(2-chloro-5-((1-methyl-1H-pyrazol-4-yl)ethynyl)pyridin-4-yl)-2,8-diazaspiro[4.5]decane-2-carboxylic acid tert-butyl ester C(C)(C)(C)OC(=O)N1C(C2(CC1)CCNCC2)C2=CC(=NC=C2C#CC=2C=NN(C2)C)Cl